C(CCCCCCCCCCCCCCCCCCCCCC)(=O)[O-] TRICOSANOATE